2-Ethyl-hexanoic acid calcium salt [Ca+2].C(C)C(C(=O)[O-])CCCC.C(C)C(C(=O)[O-])CCCC